C(C)(C)(C)OC(=O)N1CC(C2=CC=CC=C12)N1C(N(C2=NC(=NC=C2C1)NC=1C=NN(C1)CCO)C)=O 3-[7-[[1-(2-hydroxyethyl)pyrazol-4-yl]amino]-1-methyl-2-oxo-4H-pyrimido[4,5-d]pyrimidin-3-yl]indoline-1-carboxylic acid tert-butyl ester